C(CCCCCCC\C=C\CCCCCCCC)OP(=O)([O-])OCC[N+](C)(C)C Elaidylphosphocholine